[3-(2,3-dihydro-1H-indol-4-yl)bicyclo[1.1.1]pentan-1-yl]methanol N1CCC2=C(C=CC=C12)C12CC(C1)(C2)CO